2-(3,5-dichloro-4-((5-isopropyl-6-methoxypyridin-3-yl)oxy)phenyl)-3,5-dioxo-2,3,4,5-tetrahydro-1,2,4-triazine-6-carbonitrile ClC=1C=C(C=C(C1OC=1C=NC(=C(C1)C(C)C)OC)Cl)N1N=C(C(NC1=O)=O)C#N